5-(fluoro((((S)-1-oxo-1-propoxypropan-2-yl)amino)(2,2,2-trifluoroethoxy)phosphoryl)methyl)benzo[b]thiophene-2-carboxylic acid FC(C1=CC2=C(SC(=C2)C(=O)O)C=C1)P(=O)(OCC(F)(F)F)N[C@H](C(OCCC)=O)C